(2-(1-methyl-2,6-dioxapiperidin-3-yl)-1,3-dioxaisoindol-4-yl)pentanoic acid CN1OC(CCO1)N1OC2=CC=CC(=C2O1)C(C(=O)O)CCC